F[C@]12CN([C@@H]([C@H](CC1)N2C(=O)OC(C)(C)C)C=C)C(C2=CC=CC=C2)(C2=CC=CC=C2)C2=CC=CC=C2 tert-butyl (1S,4R,5S)-1-fluoro-3-trityl-4-vinyl-3,8-diazabicyclo[3.2.1]octane-8-carboxylate